N-[6-(5-Chloro-2-Fluorophenyl)-3-(Trifluoromethyl)Pyridazin-4-yl]-7-[2-(4-Methylpiperazin-1-yl)Ethoxy]Quinolin-4-Amin ClC=1C=CC(=C(C1)C1=CC(=C(N=N1)C(F)(F)F)NC1=CC=NC2=CC(=CC=C12)OCCN1CCN(CC1)C)F